perylenediide [C-]1=[C-]C=C2C=CC=C3C4=CC=CC5=CC=CC(C1=C23)=C45